COC1=C(C=CC=C1C1CCC(CC1)=COC)NC=1C=C(C=2N(N1)C(=CN2)C(=O)N)NC 6-({2-methoxy-3-[4-(methoxymethylene)cyclohexyl]phenyl}amino)-8-(methylamino)imidazo[1,2-b]pyridazine-3-carboxamide